N-[1-(4-bromo-2-pyridyl)ethyl]-5-[4-(trifluoromethyl)phenoxy]naphthalene-2-carboxamide BrC1=CC(=NC=C1)C(C)NC(=O)C1=CC2=CC=CC(=C2C=C1)OC1=CC=C(C=C1)C(F)(F)F